3,4-dimercaptopentanesulfonic acid SC(CCS(=O)(=O)O)C(C)S